2,2-Diethoxyethylamine C(C)OC(CN)OCC